[N+](=O)([O-])C1=CC=C(C=C1)C[C@@H]1N(C(CC1)=O)C(=O)OC(C)(C)C tert-Butyl (2R)-2-[(4-nitrophenyl)methyl]-5-oxopyrrolidine-1-carboxylate